(3S)-3-(4'-cyclopropyl-4-fluoro-2',5,6'-trimethyl-[1,1'-biphenyl]-3-yl)-3-(2-(5-(2-(dimethylamino)ethyl)-4-methyl-2-oxopyridin-1(2H)-yl)-4-methylpentanamido)propanoic acid C1(CC1)C1=CC(=C(C(=C1)C)C1=CC(=C(C(=C1)C)F)[C@H](CC(=O)O)NC(C(CC(C)C)N1C(C=C(C(=C1)CCN(C)C)C)=O)=O)C